1-(6-(7-(8-chloronaphthalen-1-yl)-2-((1-((dimethylamino)methyl)cyclopropyl)methoxyl)-5,6,7,8-tetrahydropyrido[3,4-d]pyrimidin-4-yl)-2,6-diazaspiro[3.3]heptane-2-yl)prop-2-ene-1-one ClC=1C=CC=C2C=CC=C(C12)N1CC=2N=C(N=C(C2CC1)N1CC2(CN(C2)C(C=C)=O)C1)OCC1(CC1)CN(C)C